4'-([9,10-anthraquinone-2,6-diyl]dioxy)dibutyric acid C1=C(C=CC=2C(C3=CC(=CC=C3C(C12)=O)OCCCC(=O)O)=O)OCCCC(=O)O